FC1=NC=CC(=C1)CC#N 2-(2-fluoropyridin-4-yl)acetonitrile